N-(2-fluorophenyl)quinazolin-4-amine FC1=C(C=CC=C1)NC1=NC=NC2=CC=CC=C12